ClC=1C=NC(=NC1)C1CCN(CC1)C=1N=C(C2=C(N1)CC[S@]2=O)NC2(CCC2)CO [1-[[(5R)-2-[4-(5-chloropyrimidin-2-yl)piperidin-1-yl]-5-oxo-6,7-dihydrothieno[3,2-d]pyrimidin-4-yl]-amino]cyclobutyl]methanol